ClS(=O)(=N)F chloro(fluoro)sulfoximine